NC([C@H](C[C@H]1C(NCC1)=O)NC([C@H](CC(C)C)NC(COC1=CC=C(C=C1)F)=O)=O)=O (S)-N-((S)-1-amino-1-oxo-3-((S)-2-oxopyrrolidin-3-yl)propan-2-yl)-2-(2-(4-fluorophenoxy)acetamido)-4-methylpentanamide